ClC1=CC=C(C(=N1)C(=O)O)N[C@H](C)C1=C2N=C(C(=NC2=CC(=C1)C)C#N)NC1CCC1 (R)-6-chloro-3-((1-(2-cyano-3-(cyclobutylamino)-7-methylquinoxalin-5-yl)ethyl)amino)picolinic acid